C(C)(C)(C)OC(CO[C@@H]1[C@H]([C@H]2OC(OC[C@H]2O[C@H]1C(=O)O)(C)C)N1N=NC(=C1)C1=CC(=C(C(=C1)F)F)F)=O (4aR,6R,7R,8R,8aR)-7-(2-(tert-butoxy)-2-oxoethoxy)-2,2-dimethyl-8-(4-(3,4,5-trifluorophenyl)-1H-1,2,3-triazol-1-yl)hexahydropyrano[3,2-d][1,3]dioxine-6-carboxylic acid